tert-butyl N-[(1S)-2-amino-2-oxo-1-[[(2R)-3-oxo-4H-pyrido[4,3-b][1,4]oxazin-2-yl]methyl]ethyl]carbamate NC([C@H](C[C@@H]1C(NC2=C(O1)C=CN=C2)=O)NC(OC(C)(C)C)=O)=O